6-(5-amino-1-methyl-triazol-4-yl)-4-[(1R)-1-(5-fluoro-2-pyridyl)ethoxy]pyrazolo[1,5-a]pyridine-3-carbonitrile NC1=C(N=NN1C)C=1C=C(C=2N(C1)N=CC2C#N)O[C@H](C)C2=NC=C(C=C2)F